diethyl (2-(3-(but-3-yn-1-yl)-3H-diazirin-3-yl)acetyl)-L-valyl-D-glutamate C(CC#C)C1(N=N1)CC(=O)N[C@@H](C(C)C)C(=O)N[C@H](CCC(=O)OCC)C(=O)OCC